tert-butyl (2-(8-(isobutylthio)imidazo[1,5-a]pyridin-3-yl)prop-2-yl)carbamate C(C(C)C)SC=1C=2N(C=CC1)C(=NC2)C(C)(C)NC(OC(C)(C)C)=O